6-amino-2-hydroxynaphthalene-1,4-dione NC=1C=C2C(C=C(C(C2=CC1)=O)O)=O